2-bromomethyl-3,5,6-trimethyl-pyrazine BrCC1=NC(=C(N=C1C)C)C